NS(=O)(=O)C1=C(N=C(S1)C(C(=O)NC)C1=CC=C(C=C1)C1=NC=CC=C1)C [5-(aminosulfonyl)-4-methyl-1,3-thiazol-2-yl]-N-methyl-2-[4-(2-pyridyl)-phenyl]acetamide